O1[C@H](COCC1)COC1=C2C(=NC(=C1)F)C(=C(N2)C2=CC(=NC=C2)NC([C@H](CC(F)F)C2=CC=C(C=C2)F)=O)C2=NC=CC=C2 (2R)-N-{4-[7-{[(2R)-1,4-dioxan-2-yl]methoxy}-5-fluoro-3-(pyridin-2-yl)-1H-pyrrolo[3,2-b]pyridin-2-yl]pyridin-2-yl}-4,4-difluoro-2-(4-fluorophenyl)butanamide